ClC1=C(C=CC=C1)C1=NN(C=2CC(CCC12)C(=O)O)C1=CC=C(C=C1)F 3-(2-chlorophenyl)-1-(4-fluorophenyl)-4,5,6,7-tetrahydro-1H-indazole-6-carboxylic acid